Acetic acid [5-chloro-8,8-dimethyl-1,2,8,9-tetrahydro-6H-3-oxa-6,9-diaza-cyclopenta[a]naphthalen-(7Z)-ylidene]-hydrazide ClC=1C=C2C(=C3NC(/C(/NC13)=N/NC(C)=O)(C)C)CCO2